FN1C(C2=CC=CC=C2C(=N1)CC=1C=NC=C(C1)N1C(C(C2=CC=CC=C12)(C)O)=O)=O (+)-Fluoro-4-((5-(3-Hydroxy-3-Methyl-2-Oxoindolin-1-Yl)Pyridin-3-Yl)Methyl)Phthalazin-1(2H)-One